C1(=C(C(=C(C(=C1[2H])[2H])[2H])[2H])[2H])C1=C(C(=CC=C1)C1=C(C(=C(C(=C1[2H])[2H])[2H])[2H])[2H])N [1,1':3',1''-terphenyl]-2,2'',3,3'',4,4'',5,5'',6,6''-d10-2'-amine